Ethyl 2-(4-((4,4-dimethyl-2,5-dioxo-3-(4-(trifluoromethyl) phenyl) imidazolin-1-yl) methyl)-2,6-dimethylphenoxy)-2-methylpropionate CC1(N(C(N(C1=O)CC1=CC(=C(OC(C(=O)OCC)(C)C)C(=C1)C)C)=O)C1=CC=C(C=C1)C(F)(F)F)C